[N+](=O)([O-])C=1C=2C3=C(C(NC3=CC1)=O)C=CC2 6-nitrobenzo[cd]indol-2(1H)-one